ethyl 2,4,8-trichloroquinoline-3-carboxylate ClC1=NC2=C(C=CC=C2C(=C1C(=O)OCC)Cl)Cl